CCCCCC(=O)C1=C(C(=C(C(=C1O)Cl)[O-])Cl)O The molecule is a phenolate anion resulting from removal of the proton from the phenolic hydroxy group of (3,5-dichloro-2,4,6-trihydroxyphenyl)hexan-1-one that is para to the hexanoyl group. The major structure at pH 7.3. It is a conjugate base of a (3,5-dichloro-2,4,6-trihydroxyphenyl)hexan-1-one.